dimethylsilyloxy(t-butylamide) C[SiH](O[N-]C(C)(C)C)C